1-Methyl-5,6-dihydro-4H-pyrrolo[3,4-c]pyrazole CN1N=CC2=C1CNC2